N,N,N-trimethylammonium C[NH+](C)C